tert-butyl 2-((1-(2-(isoindolin-2-yl)-6-methyl-4-oxo-4H-thiochromen-8-yl)ethyl)amino)benzoate C1N(CC2=CC=CC=C12)C=1SC2=C(C=C(C=C2C(C1)=O)C)C(C)NC1=C(C(=O)OC(C)(C)C)C=CC=C1